FC(C(C(F)(F)F)(C(F)(F)F)SSC)(F)F methyl (perfluoro-tert-butyl) disulfide